nickel-manganese sodium [Na].[Mn].[Ni]